C(C)(C)N1CC2=CC=C(C=C2CC1)OC=1N=NNC1C(=O)O 4-((2-isopropyl-1,2,3,4-tetrahydroisoquinolin-6-yl)oxy)-1H-1,2,3-triazole-5-carboxylic acid